2-ethyl-3-butyl-1,4-cyclohexanedicarboxylic acid C(C)C1C(CCC(C1CCCC)C(=O)O)C(=O)O